C1(CCC1)N(CC(=O)NC=1N=CC2=CC=C(C=C2C1)C1=CN=CO1)C 2-(cyclobutyl-(methyl)amino)-N-(6-(oxazol-5-yl)isoquinolin-3-yl)acetamide